4'-((S)-3-aminopyrrolidin-1-yl)-N-((R)-(5-fluoro-2-hydroxyphenyl)(1H-indol-2-yl)methyl)-[1,1'-biphenyl]-3-carboxamide N[C@@H]1CN(CC1)C1=CC=C(C=C1)C1=CC(=CC=C1)C(=O)N[C@@H](C=1NC2=CC=CC=C2C1)C1=C(C=CC(=C1)F)O